N-(2-((diethylamino)methyl)benzyl)-3-(4-fluorobenzamido)benzamide C(C)N(CC)CC1=C(CNC(C2=CC(=CC=C2)NC(C2=CC=C(C=C2)F)=O)=O)C=CC=C1